6-((2-methoxyethyl)amino)-5-nitropicolinic acid methyl ester COC(C1=NC(=C(C=C1)[N+](=O)[O-])NCCOC)=O